O1N=CC=C1NC=1NC=2N(C(C1C1=CC=C(C=C1)OC)=O)N=C(C2C2=CC=CC=C2)C2=CC=CC=C2 5-(isoxazol-5-ylamino)-6-(4-methoxyphenyl)-2,3-diphenylpyrazolo[1,5-a]pyrimidin-7(4H)-one